B(O)(O)OB(O)O.C=CC(O)(C)CCC=C(C)C linalool diborate